4-(2-(3-amino-3-methylazetidin-1-yl)-4-((1R,5S)-3,8-diazabicyclo[3.2.1]octan-3-yl)-8-fluoropyrido[4,3-d]pyrimidin-7-yl)naphthalen-2-ol NC1(CN(C1)C=1N=C(C2=C(N1)C(=C(N=C2)C2=CC(=CC1=CC=CC=C21)O)F)N2C[C@H]1CC[C@@H](C2)N1)C